(trifluoromethyl)pyrazin-2-amine FC(F)(F)C=1C(=NC=CN1)N